COC1=CC(=CC(=C1)C(F)(F)F)OCOC 1-methoxy-3-(methoxymethoxy)-5-(trifluoromethyl)benzene